The molecule is an azaspiro compound that is spirapril in which the ethyl ester group has been hydrolysed to the corresponding carboxylic acid group. It is the active metabolite of the angiotensin-converting enzyme (ACE) inhibitor spirapril. It has a role as an antihypertensive agent, an EC 3.4.15.1 (peptidyl-dipeptidase A) inhibitor and a drug metabolite. It is an azaspiro compound, a dicarboxylic acid, a dipeptide, a dithioketal, a pyrrolidinecarboxylic acid, a secondary amino compound and a tertiary carboxamide. C[C@@H](C(=O)N1CC2(C[C@H]1C(=O)O)SCCS2)N[C@@H](CCC3=CC=CC=C3)C(=O)O